phenyl-bis(2,4,6-trimethylbenzoyl)phosphorus lithium [Li].C1(=CC=CC=C1)P(C(C1=C(C=C(C=C1C)C)C)=O)C(C1=C(C=C(C=C1C)C)C)=O